3-cyclopropyl-N-(1,3-diazinan-2-ylidene)-4-{[4-methyl-3-(4-methylpentanamido)phenyl]amino}benzamide C1(CC1)C=1C=C(C(=O)N=C2NCCCN2)C=CC1NC1=CC(=C(C=C1)C)NC(CCC(C)C)=O